tert-butyl (2R,3S)-3-((N,N-dimethylsulfamoyl)(4-methoxybenzyl)amino)-2-(((4-(3-hydroxyphenyl)cyclohexyl)oxy)methyl)pyrrolidine-1-carboxylate CN(S(=O)(=O)N([C@@H]1[C@@H](N(CC1)C(=O)OC(C)(C)C)COC1CCC(CC1)C1=CC(=CC=C1)O)CC1=CC=C(C=C1)OC)C